OC=1C=C(C=CC1)C=1SC(=C(N1)C)CC1(NC(=NC=C1)NCC(C)C)N 4-((2-(3-hydroxyphenyl)-4-methyl-5-thiazolyl)methyl)-N2-isobutyl-2,4-pyrimidinediamine